(R)-3-((R)-2-amino-2-(4-phosphonophenyl)acetamido)-2-hydroxy-3,4-dihydro-2H-benzo[e][1,2]oxaborinine-8-carboxylic acid N[C@@H](C(=O)N[C@@H]1B(OC2=C(C1)C=CC=C2C(=O)O)O)C2=CC=C(C=C2)P(=O)(O)O